(R)-1-(7-((S)-8-ethynyl-7-fluoronaphthalen-1-yl)-8-fluoro-2-((1-(morpholinomethyl)cyclopropyl)methoxy)-6-nitroquinazolin-4-yl)-3-methylpiperidin-3-ol C(#C)C=1C(=CC=C2C=CC=C(C12)C1=C(C=C2C(=NC(=NC2=C1F)OCC1(CC1)CN1CCOCC1)N1C[C@@](CCC1)(O)C)[N+](=O)[O-])F